1,2-Dihydroxynaphthalin OC1=C(C=CC2=CC=CC=C12)O